C(#N)\N=C(\NC=1C=NC=CC1)/OC1=CC=CC=C1 Phenyl (Z)-N'-cyano-N-(pyridin-3-yl)carbamimidate